sodium glyoxal bisulfite hydrate O.S([O-])(O)=O.C(=O)C=O.[Na+]